i-butyl 2-hydroxyisobutyrate OC(C(=O)OCC(C)C)(C)C